ClC1=CC(=C(C=C1)OCC1=CC=CC2=C1N=C1N2CCN(C1)C(=O)OC(C)(C)C)F tert-butyl 9-{[(4-chloro-2-fluorophenyl)oxy]methyl}-1,2,3,4-tetrahydrobenzo[4,5]imidazo[3,2-a]pyrazine-2-carboxylate